C(C)(C)(C)OC(=O)N1CC(CCC1)C(=O)C1=CC(=NC(=C1)N1CCN(CC1)S(=O)(=O)C1=CC=C(C=C1)N1C(C[C@H](C1)NC(=O)OCC1=CC=CC=C1)=O)Cl 3-[2-chloro-6-[4-[4-[(4R)-4-(benzyloxycarbonylamino)-2-oxo-pyrrolidin-1-yl]phenyl]sulfonylpiperazin-1-yl]pyridine-4-carbonyl]piperidine-1-carboxylic acid tert-butyl ester